ClC=1C=C2C=CC(C2=CC1)(C)C 5-Chloro-1,1-dimethyl-1H-indene